2-(2-(benzo[c][1,2,5]oxadiazol-5-yl)-3-chloroanilino)benzoic acid N=1ON=C2C1C=CC(=C2)C2=C(NC1=C(C(=O)O)C=CC=C1)C=CC=C2Cl